N-(3-chloro-5-(trifluoromethyl)phenyl)-5,5-difluoro-1-(3-fluoro-5-(pyridin-4-yl)benzoyl)piperidine-3-carboxamide ClC=1C=C(C=C(C1)C(F)(F)F)NC(=O)C1CN(CC(C1)(F)F)C(C1=CC(=CC(=C1)C1=CC=NC=C1)F)=O